O=C1NC(CC[C@H]1N1C(C2=CC=CC=C2C1=O)=O)=O |r| 2-[(3RS)-2,6-DIOXOPIPERIDIN-3-YL]-2,3-DIHYDRO-1H-ISOINDOLE-1,3-DIONE